bromo-o-fluoroacetophenone BrCC(=O)C1=C(C=CC=C1)F